(S)-3-fluoro-7-((3-methylpiperidin-1-yl)methyl)-1-((2-(trimethylsilyl)ethoxy)methyl)-1H-pyrrolo[3,2-b]pyridine-5-carboxylic acid FC1=CN(C=2C1=NC(=CC2CN2C[C@H](CCC2)C)C(=O)O)COCC[Si](C)(C)C